CN1[C@H]2[C@H](OCC1)CNC2 Trans-4-methyl-3,4a,5,6,7,7a-hexahydro-2H-pyrrolo[3,4-b][1,4]oxazine